O=C1OC[C@H](N1)CCC(=O)N1CCC(CC1)CNS(=O)(=O)C1=CC=C(C=C1)OC(F)(F)F N-[[1-[3-[(4R)-2-Oxooxazolidin-4-yl]propanoyl]-4-piperidyl]methyl]-4-(trifluoromethoxy)benzenesulfonamide